2-[(3,5-dichloropyridine-4-carbonyl)amino]-4-[2-isopropoxyethyl-[4-(5,6,7,8-tetrahydro-1,8-naphthyridin-2-yl)butyl]amino]butanoic acid ClC=1C=NC=C(C1C(=O)NC(C(=O)O)CCN(CCCCC1=NC=2NCCCC2C=C1)CCOC(C)C)Cl